4-(3-(4-Acryloylpiperazin-1-yl)azetidin-1-yl)-6-(2,4-dimethyl-1-oxa-8-azaspiro[4.5]dec-3-en-8-yl)-2-(trifluoromethyl)nicotinonitrile C(C=C)(=O)N1CCN(CC1)C1CN(C1)C1=CC(=NC(=C1C#N)C(F)(F)F)N1CCC2(C(=CC(O2)C)C)CC1